3,4,5-trifluorophenylzinc bromide [Br-].FC=1C=C(C=C(C1F)F)[Zn+]